C1(CC1)NS(=O)(=O)C1=CC(=C(C=C1)C1=CSC=C1)NC1=NC2=C(N1)C=CC=C2C(F)(F)F N-cyclopropyl-4-(thiophen-3-yl)-3-((4-(trifluoromethyl)-1H-benzo[d]imidazol-2-yl)amino)benzenesulfonamide